FC1=C(C(=C(C=C1)C)C1=CC=C(C=C1)OC)C=O 3-fluoro-4'-methoxy-6-methyl-[1,1'-biphenyl]-2-carbaldehyde